1-PENTYL-1H-IMIDAZOLE-2-CARBALDEHYDE C(CCCC)N1C(=NC=C1)C=O